(2S,4R)-1-[(2S)-2-(4-cyclopropyltriazol-1-yl)-3,3-dimethyl-butanoyl]-N-(8,8-dioxo-8lambda6-thiabicyclo[3.2.1]octan-3-yl)-4-hydroxy-pyrrolidine-2-carboxamide C1(CC1)C=1N=NN(C1)[C@H](C(=O)N1[C@@H](C[C@H](C1)O)C(=O)NC1CC2CCC(C1)S2(=O)=O)C(C)(C)C